4-(((S)-3-aminopyrrolidin-1-yl)-6-methylquinazolin-2-yl)-1-(cyclopropylimino)-2,3,4,5-tetrahydrobenzo[f][1,4]thiazepine-1-Oxide N[C@@H]1CN(CC1)C1=NC(=NC2=CC=C(C=C12)C)N1CCS(C2=C(C1)C=CC=C2)(=NC2CC2)=O